NCC=1C=C(C=CC1)C=1C=C(C2=C(C(=CO2)COC2=C(C=CC=C2)CC(=O)O)C1)CN1CC(CC1)(F)F 2-(2-((5-(3-(aminomethyl)phenyl)-7-((3,3-difluoropyrrolidin-1-yl)methyl)benzofuran-3-yl)methoxy)phenyl)acetic acid